ClC1=NC(=CC(=C1)C1CN(CC(N1)CO)C(=O)OC(C)(C)C)C1=NC=NC(=C1)C(NC)=O tertbutyl 3-(2-chloro-6-(6-(methylcarbamoyl)pyrimidin-4-yl)pyridin-4-yl)-5-(hydroxymethyl)piperazine-1-carboxylate